CN(C=1C=C(CN(C2=NC=C(C=C2)COCCOCC2=CC(=CC=C2)OC)CC2=CC(=CC=C2)OC)C=CC1)C N-(3-(dimethylamino)benzyl)-N-(3-methoxybenzyl)-5-((2-((3-methoxybenzyl)oxy)ethoxy)methyl)pyridin-2-amine